(3R)-4-(3,3-dimethyl-4-((6-oxo-4-phenylpyrimidin-1(6H)-yl)methyl)piperidine-1-carbonyl)-3-phenylpiperazine-1-carboxylic acid tert-butyl ester C(C)(C)(C)OC(=O)N1C[C@H](N(CC1)C(=O)N1CC(C(CC1)CN1C=NC(=CC1=O)C1=CC=CC=C1)(C)C)C1=CC=CC=C1